COC1=CC(=C(C(=C1O)CCC1=C(C=CC=C1)C)O)OC dimethoxytolylethyl-resorcinol